COC(=O)[C@H]1COC[C@H]1NCC(=O)OCC1=CC=CC=C1 (3R,4S)-4-((2-(phenylmethoxy)-2-oxoethyl)amino)tetrahydrofuran-3-carboxylic acid methyl ester